C(C)(C)(C)OC(C(CCCCBr)(C)C)=O 6-Bromo-2,2-dimethylhexanoic acid tert-butyl ester